5-([1,1'-biphenyl]-4-ylmethoxy)-4H-1,2,4-triazole-3-carboxylic acid C1(=CC=C(C=C1)COC=1NC(=NN1)C(=O)O)C1=CC=CC=C1